FC(CCC(=O)N1CCC(CC1)C1=C(C=NC=C1)F)(F)F 4,4,4-trifluoro-1-(4-(3-fluoropyridin-4-yl)piperidin-1-yl)butan-1-one